10,13-dihydroxystearic acid OC(CCCCCCCCC(=O)O)CCC(CCCCC)O